CN1NC(C=C1)(B(O)O)C 1,3-dimethylpyrazoleboronic acid